ClC=1C=C(C=CC1Cl)C=1C(=NC(=NC1)NC=1C=NN(C1)CCN(C)C)NC=1C=C(C=CC1F)NC(C=C)=O N-(3-((5-(3,4-dichlorophenyl)-2-((1-(2-(dimethylamino)ethyl)-1H-pyrazol-4-yl)amino)pyrimidin-4-yl)amino)-4-fluorophenyl)acrylamide